Sodium Hydroxide Nitrite N(=O)O.[OH-].[Na+]